COC(=O)C=1C(=NOC1C1CC1)C1(C(C1)(F)F)C 5-cyclopropyl-3-(2,2-difluoro-1-methylcyclopropyl)isoxazole-4-carboxylic acid methyl ester